C(C)C=1C(=CC=C2C=C(C=C(C12)C1=C(C=2N=C(N=C(C2C=N1)N1CC(CC1)C(=O)N)OC[C@]12CCCN2C[C@@H](C1)F)F)O)F 1-(7-(8-Ethyl-7-fluoro-3-hydroxynaphthalen-1-yl)-8-fluoro-2-(((2R,7aS)-2-fluorotetrahydro-1H-pyrrolizin-7a(5H)-yl)methoxy)pyrido[4,3-d]pyrimidin-4-yl)pyrrolidine-3-carboxamide